8-bromo-2-trifluoromethyl-2H-benzopyran-3-carboxylic acid tert-butyl ester C(C)(C)(C)OC(=O)C=1C(OC2=C(C1)C=CC=C2Br)C(F)(F)F